CN([C@@H]1C(=C(C([C@]2(C(=C3C(C4=C(C=CC=C4[C@@](C3CC12)(C)O)O)=O)O)O)=O)C(=O)N)O)C (4S,6S,12aS)-4-(dimethylamino)-1,4,4a,5,5a,6,11,12a-octahydro-3,6,10,12,12a-pentahydroxy-6-methyl-1,11-dioxotetracene-2-carboxamide